ClC=1C(=C(C(=CC1Cl)Cl)OC(C(=O)OC1=C(C(=C(C=C1Cl)Cl)Cl)C(=O)OCCCC(C)C)=O)C(=O)OCCCC(C)C.ClC=1C(=C(C(=CC1Cl)Cl)OC(C(=O)OC1=C(C(=C(C=C1Cl)Cl)Cl)C(=O)OCCC(CC)C)=O)C(=O)OCCC(CC)C bis{3,4,6-trichloro-2-[(3-methylpentyloxy)carbonyl] phenyl}oxalate bis{3,4,6-trichloro-2-[(4-methylpentyloxy)carbonyl]phenyl}oxalate